Cl.FC=1C=C(C=C(C1NC(=O)NN)F)S(=O)(=O)N(C1=C(N=CS1)C(=O)O)CC1=CC=C(C=C1)OC 5-[[3,5-difluoro-4-(hydrazinecarbonylamino)phenyl]sulfonyl-[(4-methoxyphenyl)methyl]amino]thiazole-4-carboxylic acid hydrochloride